NC1=C(C=C(C(=O)N2CCN(CC2)C=2C=C3C(N(C(C3=CC2)=O)C2C(NC(CC2)=O)=O)=O)C=C1)OC 5-(4-(4-amino-3-methoxybenzoyl)piperazin-1-yl)-2-(2,6-dioxopiperidin-3-yl)isoindoline-1,3-dione